CC1(NC(CC(C1)NCCCCCCN)(C)C)C 2,2,6,6-tetramethyl-piperidin-4-yl-hexamethylenediamine